ClC=1C(=CC=C2C=C(C=C(C12)C1=C(C=2N=C(N=C(C2C=N1)N1C[C@@H](CCC1)C)OC[C@]12CCCN2C[C@@H](C1)F)F)O)F (R)-1-(7-(8-chloro-7-fluoro-3-hydroxynaphthalen-1-yl)-8-fluoro-2-(((2R,7aS)-2-fluorohexahydro-1H-pyrrolizin-7a-yl)methoxy)pyrido[4,3-d]pyrimidin-4-yl)-3-methylpiperidin